tricyclo(3.3.1.13,7)decane C12CC3CC(CC(C1)C3)C2